FC(CC1=NC=CC(=C1)CN)(F)F [2-(2,2,2-trifluoroethyl)pyridin-4-yl]methanamine